OCC1=C(C=CC(=C1)N)N 1-hydroxymethyl-2,5-diaminobenzene